NC(C(=O)O)CNC(=N)N 2-amino-3-guanidino-propionic acid